FC1(CC(O1)C1=NOC(=N1)N1CC2=C(CC1)N=C(S2)NC(=O)N[C@H]2COCC2)F N-{5-[3-(4,4-difluorooxetan-2-yl)-1,2,4-oxadiazol-5-yl]-4,5,6,7-tetrahydro[1,3]thiazolo[5,4-c]pyridin-2-yl}-N'-[(3R)-oxolan-3-yl]urea